(3-hydroxybenzyl)-imidazolidine-2,4-dione OC=1C=C(CN2C(NC(C2)=O)=O)C=CC1